9-((2-Chloro-4-phenoxyphenyl)(hydroxy)methyl)-2-(2-methoxyethyl)-2-methyl-1,2,4,7-Tetrahydro-3H-pyrrolo[3',2':5,6]pyrido[3,4-b]pyrazin-3-one ClC1=C(C=CC(=C1)OC1=CC=CC=C1)C(C1=CNC2=C1C1=C(NC(C(N1)(C)CCOC)=O)C=N2)O